O=C1NC(CCC1N1C(C2=CC(=C(C=C2C1=O)F)CN1CCN(CC1)C(C1=C(C=CC(=C1)CC1=NNC(C2=CC=CC=C12)=O)F)=O)=O)=O 2-(2,6-dioxopiperidin-3-yl)-5-fluoro-6-((4-(2-fluoro-5-((4-oxo-3,4-dihydrophthalazine-1-yl)methyl)benzoyl)piperazin-1-yl)methyl)isoindoline-1,3-dione